8-bromo-1,4-dihydropyrido[2,3-b]pyrazine-2,3-dione BrC1=CC=NC=2NC(C(NC21)=O)=O